butyraldehyde C(CCC)=O